4-(cyclopropylmethoxy)-3-(6-methyl-7-oxo-6,7-dihydro-1H-pyrrolo[2,3-c]pyridin-4-yl)-N-phenylbenzenesulfonamide C1(CC1)COC1=C(C=C(C=C1)S(=O)(=O)NC1=CC=CC=C1)C=1C2=C(C(N(C1)C)=O)NC=C2